NC=1C(=NN(C1)C1CCN(CC1)C(=O)[O-])C(F)F 4-(4-Amino-3-(difluoromethyl)-1H-pyrazol-1-yl)piperidine-1-carboxylate